ClC=1C=C(C=CC1)C(CO)NC(=O)C=1N=CN(C1)C1=CC(=NC=C1)N[C@H](CO)CC N-(1-(3-chlorophenyl)-2-hydroxyethyl)-1-(2-(((S)-1-hydroxybutan-2-yl)-amino)pyridin-4-yl)-1H-imidazole-4-carboxamide